C(C)(=O)C1=C(NC2=C(C=CC(=C2C1=O)Cl)Br)S(=O)CC1=C(C=CC(=C1)Cl)Cl 3-acetyl-8-bromo-5-chloro-2-((2,5-dichlorobenzyl)sulfinyl)quinolin-4(1H)-one